FC=1C=2N(C=C(C1)NC(=O)C1=CC(=C(C3=CN(N=C13)C)N1C[C@H](CC1)N(C(OC(C)(C)C)=O)C)OC)C=C(N2)C tert-butyl N-[(3S)-1-[7-[(8-fluoro-2-methyl-imidazo[1,2-a]pyridin-6-yl)carbamoyl]-5-methoxy-2-methyl-indazol-4-yl]pyrrolidin-3-yl]-N-methyl-carbamate